4-[4-(5-Chloro-3-methyl-2-pyridinyl)-1-piperidinyl]-1,6-dimethyl-pyrazolo[3,4-b]pyridine ClC=1C=C(C(=NC1)C1CCN(CC1)C1=C2C(=NC(=C1)C)N(N=C2)C)C